C(C)OC(C1=CC=C(C=C1)N1CCN(CC1)CC=1CC2(CNC2)CCC1C1=CC=C(C=C1)Cl)=O 4-(4-((7-(4-chlorophenyl)-2-azaspiro[3.5]non-6-en-6-yl)methyl)piperazin-1-yl)benzoic acid ethyl ester